3-fluoro-4-(pyrrolidin-1-yl)benzoic acid FC=1C=C(C(=O)O)C=CC1N1CCCC1